N1N=C(C2=CC=CC=C12)C(=O)N[C@H](C(=O)O)CCN(CCCCC1=NC=2NCCCC2C=C1)CCOC(C)C (S)-2-(1H-indazole-3-carboxamido)-4-((2-isopropoxyethyl)(4-(5,6,7,8-tetrahydro-1,8-naphthyridin-2-yl)butyl)amino)butanoic acid